5-[5-[tert-butyl(dimethyl)silyl]oxy-2-fluoro-phenyl]-6,7-dichloro-1,3-dihydro-1,4-benzodiazepine-2-thione [Si](C)(C)(C(C)(C)C)OC=1C=CC(=C(C1)C1=NCC(NC2=C1C(=C(C=C2)Cl)Cl)=S)F